ClC1=CC(=CC(=N1)C=1N(N=C2C(N(CCC21)C(=O)OC(C)(C)C)C)C)CNS(=O)(=O)C tert-butyl 3-[6-chloro-4-(methanesulfonamidomethyl)-2-pyridyl]-2,7-dimethyl-5,7-dihydro-4H-pyrazolo[3,4-c]pyridine-6-carboxylate